2-Cyclopropyl-5-oxopyrazolo[1,5-a]pyridin C1(CC1)C=1NN2C(=CC(C=C2)=O)C1